di-isopropyl-4-isopropoxypyridine C(C)(C)C=1C(=NC=CC1OC(C)C)C(C)C